N1=CN=C(C2=C1NC=C2)N2CCC(CC2)N 1-(7H-pyrrolo[2,3-d]pyrimidin-4-yl)piperidin-4-amine